NC1=C2N=CN(C2=NC=N1)C[C@@H](C)OCP(OCCOCCCCCCCCCCCCCC=1C=NC=CC1)(O)=O 2-((13-(pyridin-3-yl)tridecyl)oxy)ethyl hydrogen ((((R)-1-(6-amino-9H-purin-9-yl)propan-2-yl)oxy)methyl)phosphonate